C(=O)(O)C(CC=1C=C(C=CC1)CC(=O)N(CCNC=1C=C(C=CC1)CC(C(=O)O)C1CNCC1)CCNC=1C=C(C=CC1)CC(C(=O)O)C1CNCC1)C1CNCC1 3,3'-(((((2-(3-(2-carboxy-2-(pyrrolidin-3-yl)ethyl)phenyl)acetyl)azanediyl)bis(ethane-2,1-diyl))bis(azanediyl))bis(3,1-phenylene))bis(2-(pyrrolidin-3-yl)propanoic acid)